Magnesium Orotat C(C1=CC(=O)NC(=O)N1)(=O)[O-].[Mg+2].C(C1=CC(=O)NC(=O)N1)(=O)[O-]